2-(4-(4-((4H-1,2,4-triazol-3-yl)methoxy)-3-fluoro-5-methoxyphenyl)-3-methyl-2-oxo-6-(trifluoromethyl)-2,3-dihydro-1H-benzo[d]imidazol-1-yl)-N-(4-fluorophenyl)-N-isopropylacetamide N=1N=C(NC1)COC1=C(C=C(C=C1OC)C1=CC(=CC=2N(C(N(C21)C)=O)CC(=O)N(C(C)C)C2=CC=C(C=C2)F)C(F)(F)F)F